3-({8-[(4-bromophenyl)methyl]-7-oxo-1,4,8,10-tetraazatricyclo[7.3.0.02,6]dodeca-2(6),9-dien-4-yl}methyl)benzonitrile BrC1=CC=C(C=C1)CN1C(C=2CN(CC2N2CCN=C12)CC=1C=C(C#N)C=CC1)=O